OC1(CCN(CC1)C(=O)[C@H]1[C@@H](CN(CC1)C(=O)C=1SC(=CC1)C=1C=NC=NC1)C1=CC=CC=C1)CN1C=NC2=C(C1=O)C=CS2 3-[[4-hydroxy-1-[(3R,4R)-3-phenyl-1-(5-pyrimidin-5-ylthiophene-2-carbonyl)piperidine-4-carbonyl]-4-piperidinyl]methyl]thieno[2,3-d]pyrimidin-4-one